(Z)-N-hydroxy-1-(2-vinylphenyl)cyclopropane-1-carboximidamide ON\C(=N/[H])\C1(CC1)C1=C(C=CC=C1)C=C